BrC1=C2CCCC2=CC(=C1F)[N+](=O)[O-] 4-bromo-5-fluoro-6-nitro-2,3-dihydro-1H-indene